C=C1CC(OC2=CC=CC=C12)=O 4-methylyl-2H-chromen-2-one